BrC=1C(=CC(=NC1)N[C@@H](C(F)(F)F)C)C(F)F (R)-5-bromo-4-(difluoromethyl)-N-(1,1,1-trifluoropropan-2-yl)pyridin-2-amine